N1CCC(CC1)CN1N=CC(=C1)C#N 1-(piperidin-4-ylmethyl)-1H-pyrazole-4-carbonitrile